3,4-diethoxy-5-methylthiophenethylamine C(C)OC=1C=C(CCN)C=C(C1OCC)SC